N-(4-(1,1,1,3,3,3-hexafluoro-2-hydroxypropan-2-yl)phenyl)-4-methylbenzamide FC(C(C(F)(F)F)(O)C1=CC=C(C=C1)NC(C1=CC=C(C=C1)C)=O)(F)F